8-fluoropyrido[4,3-d]pyrimidinedione FC1=CN=CC2=C1NC(NC2=O)=O